2-(7-methyl-1-oxo-2-azaspiro[3.5]nonan-2-yl)pentanediamide CC1CCC2(CN(C2=O)C(C(=O)N)CCC(=O)N)CC1